BrC=1C=C2C(=NC1)NN=C2C 5-bromo-3-methyl-1H-pyrazolo[3,4-b]pyridine